C1(CC1)C=1C=C(C=CC1F)NC1=C2C=C(NC2=CC(=C1)NC(C)=O)C(=O)O 4-((3-cyclopropyl-4-fluorophenyl)amino)-6-acetamido-1H-indole-2-carboxylic acid